6-(6-(N-(1-cyanocyclopropyl)sulfamoyl)-3-(5-(difluoromethyl)-1,3,4-thiadiazol-2-yl)imidazo[1,5-a]pyridin-1-yl)-N,N-dimethyl-2-azaspiro[3.4]oct-6-ene-2-carboxamide C(#N)C1(CC1)NS(=O)(=O)C=1C=CC=2N(C1)C(=NC2C=2CC1(CN(C1)C(=O)N(C)C)CC2)C=2SC(=NN2)C(F)F